NC=1C(=NC(=CC1C(=O)N)C1=C(C=NC=C1)NC(C(C)(C)C)=O)C1=C2C=NNC2=CC=C1C 3-amino-6-[3-(2,2-dimethylpropanoylamino)-4-pyridyl]-2-(5-methyl-1H-indazol-4-yl)pyridine-4-carboxamide